ClC1=C(C=C(C(=O)N2CC=3N=C(N(C(C3C[C@H]2C)=O)[C@@H]2C[C@H](CC2)C(=O)NC)S(=O)C)C=C1)C(F)(F)F (1S,3S)-3-((6R)-7-(4-Chloro-3-(trifluoromethyl)benzoyl)-6-methyl-2-(methylsulfinyl)-4-oxo-5,6,7,8-tetrahydropyrido[3,4-d]pyrimidin-3(4H)-yl)-N-methylcyclopentanecarboxamide